C[Si](OCC)(OCC)OC(C=C)=O methylacryloxydiethoxysilane